Methyl 2-amino-5,5,5-trifluoro-4-(trifluoromethyl)pentanoate NC(C(=O)OC)CC(C(F)(F)F)C(F)(F)F